CN1N=CC2=C1NC1=C(N(C2)C=O)C=CC=C1 (1-methyl-4,10-dihydrobenzo[b]pyrazolo[3,4-e][1,4]diazepin-5(1H)-yl)methanone